2-(2-(cyclopropanesulfonamido)pyrimidin-4-yl)-N-(4-(6-ethoxypyrazin-2-yl)phenyl)-2-ethylbutanamide C1(CC1)S(=O)(=O)NC1=NC=CC(=N1)C(C(=O)NC1=CC=C(C=C1)C1=NC(=CN=C1)OCC)(CC)CC